COCCNC(\C=C\C1=CC=2N=C(N=C(C2S1)N1CCOCC1)C=1C=NC(=CC1)OC)=O (E)-N-(2-methoxyethyl)-3-(2-(6-methoxy-3-pyridinyl)-4-morpholinyl-6-thieno[3,2-d]pyrimidinyl)acrylamide